4-(1-(1-propenylpiperidin-3-yl)-5-aminoimidazo[1,5-c]pyrimidin-3-yl)-3-chloro-N-(4-(trifluoromethyl)pyridin-2-yl)benzamide C(=CC)N1CC(CCC1)C=1N=C(N2C(=NC=CC21)N)C2=C(C=C(C(=O)NC1=NC=CC(=C1)C(F)(F)F)C=C2)Cl